COC=1C=C(CNC=2C=3N(C4=CC(=C(C=C4N2)F)C(=O)O)C=NC3)C=C(C1)OC 4-((3,5-dimethoxybenzyl)amino)-7-fluoroimidazo[1,5-a]quinoxaline-8-carboxylic acid